tert-butyl (S)-40-((tert-butoxycarbonyl) amino)-27,30,33,36,39-pentaoxo-2,5,8,11,14,17,20,23-octaoxa-26,29,32,35,38-pentaazatritetracontan-43-oate C(C)(C)(C)OC(=O)N[C@H](C(NCC(NCC(NCC(NCC(NCCOCCOCCOCCOCCOCCOCCOCCOC)=O)=O)=O)=O)=O)CCC(=O)OC(C)(C)C